2-N-[(3-hydroxy-4-methylphenyL-4-methylpentan-yl)carbonyl]-L-alanine OC=1C=C(C=CC1C)C(CCC(C)C)C(=O)N[C@@H](C)C(=O)O